ClC1=CC=C(C=2N=CSC21)B2OC(C(O2)(C)C)(C)C 7-chloro-4-(4,4,5,5-tetramethyl-1,3,2-dioxaborolan-2-yl)-1,3-benzothiazole